C[C@H](CCCC(C)CO)[C@H]1CC[C@@H]2[C@@]1(CC[C@H]3[C@H]2[C@@H](CC4=CC(=O)CC[C@]34C)O)C The molecule is a 7alpha-hydroxy steroid, a 26-hydroxy steroid, a cholestanoid and a 3-oxo-Delta(4) steroid. It has a role as a bile acid metabolite.